vinyltri(methoxymethoxy)silane C(=C)[Si](OCOC)(OCOC)OCOC